ClC=1C(=C(C=CC1Cl)O)C1CC(NCC1)C=1C=NNC1 3,4-dichloro-2-[2-(1H-pyrazol-4-yl)piperidin-4-yl]phenol